6-(1-(methyl)-1H-pyrazol-4-yl)-4-(6-(6-((5-(methylsulfonyl)pyridin-2-yl)methyl)-3,6-diazabicyclo[3.1.1]heptan-3-yl)pyridin-3-yl)pyrazolo[1,5-a]pyridine-3-carbonitrile CN1N=CC(=C1)C=1C=C(C=2N(C1)N=CC2C#N)C=2C=NC(=CC2)N2CC1N(C(C2)C1)CC1=NC=C(C=C1)S(=O)(=O)C